1-[8-(2-chlorophenyl)-9-(4-chlorophenyl)-2-[4-(hydroxymethyl)imidazol-1-yl]purin-6-yl]-4-methyl-piperidine-4-carboxamide ClC1=C(C=CC=C1)C=1N(C2=NC(=NC(=C2N1)N1CCC(CC1)(C(=O)N)C)N1C=NC(=C1)CO)C1=CC=C(C=C1)Cl